C1(CCCCC1)C=1C=C(C=C(C1)C1CCCCC1)N(C1=CC=C(C(=O)O)C=C1)C(C)C 4-((3,5-dicyclohexylphenyl)(isopropyl)amino)benzoic acid